C1(CC1)C=1C(=NON1)C(=O)N[C@H](C=1N=C2N(N=C(C=C2)CC2C(NC[C@@H](C2)C(F)(F)F)=O)C1)[C@@H]1CC(CCC1)(F)F 4-cyclopropyl-N-((S)-((S)-3,3-difluorocyclohexyl)(6-(((5R)-2-oxo-5-(trifluoromethyl)piperidin-3-yl)methyl)imidazo[1,2-b]pyridazin-2-yl)methyl)-1,2,5-oxadiazole-3-carboxamide